COC1=C(C=CC=C1C=1N=NN(N1)C)NC1=C2C(=NC(=C1)NC1=NC=CC(=C1)C)NN(C2=O)C 4-((2-methoxy-3-(2-methyl-2H-tetrazol-5-yl)phenyl)amino)-2-methyl-6-((4-methylpyridin-2-yl)amino)-1,2-dihydro-3H-pyrazolo[3,4-b]pyridin-3-one